tert-butyl (10-(2-(((1R,2S,5R)-2-isopropyl-5-methylcyclohexyl)oxy)acetamido)decyl)carbamate C(C)(C)[C@H]1[C@@H](C[C@@H](CC1)C)OCC(=O)NCCCCCCCCCCNC(OC(C)(C)C)=O